N-(3-methyl-4-(4-(4-methylpiperazin-1-yl)piperidin-1-yl)phenyl)-4-(3-phenylisoxazolidin-2-yl)-5-(trifluoromethyl)pyrimidin-2-amine CC=1C=C(C=CC1N1CCC(CC1)N1CCN(CC1)C)NC1=NC=C(C(=N1)N1OCCC1C1=CC=CC=C1)C(F)(F)F